6-methoxy-5-nitro-2-tetrahydropyran-2-yl-indazole COC=1C(=CC2=CN(N=C2C1)C1OCCCC1)[N+](=O)[O-]